C(C)[C@@H]1N(C[C@H](N(C1)C(C)C1=CC=C(C=C1)C(F)(F)F)C)C1=CC(N(C=2C=CC(=NC12)C#N)C)=O 8-[(2s,5r)-2-ethyl-5-methyl-4-{1-[4-(trifluoromethyl)phenyl]ethyl}piperazin-1-yl]-5-methyl-6-oxo-5,6-dihydro-1,5-naphthyridine-2-carbonitrile